Methyl-(3S,4S)-8-(6-chloro-1,2,4-triazin-3-yl)-3-methyl-2-oxa-8-azaspiro[4.5]decan-4-amine CC1O[C@H]([C@H](C12CCN(CC2)C=2N=NC(=CN2)Cl)N)C